CN(C1CCC(CC1)NC=1N=CC2=C(N1)N(C(C(=C2)C2=C(C(=C(C(=C2)F)NS(=O)(=O)CC2=CC=CC=C2)F)F)=O)C(C)C)C N-(4-(2-(((1r,4r)-4-(Dimethylamino)cyclohexyl)amino)-8-isopropyl-7-oxo-7,8-dihydropyrido[2,3-d]pyrimidin-6-yl)-2,3,6-trifluorophenyl)-1-phenylmethanesulfonamide